C(C1=CC=C(C(=O)O)C=C1)(=O)O.O1CNCC1 oxazolidine terephthalate